(S)-7-(4-(5-fluoro-2-(oxetan-3-yloxy)phenyl)piperidin-1-yl)-2-(oxazol-2-yl)-5-oxa-2-azaspiro[3.4]octane FC=1C=CC(=C(C1)C1CCN(CC1)[C@@H]1COC2(CN(C2)C=2OC=CN2)C1)OC1COC1